C(CCC)[S+]1CCCC1 1-butyl-tetrahydrothiophenium